CCCCCCCC\C=C/CCCCCCCC (Z)-octadeca-9-ene